1,8-divinyl-hexadecafluorooctane holmium (ii) [Ho+2].C(=C)C(C(C(C(C(C(C(C(C=C)(F)F)(F)F)(F)F)(F)F)(F)F)(F)F)(F)F)(F)F